Trin-butyl-tin hydroxide C(CCC)[Sn](CCCC)(CCCC)O